13-(4-((4-methylpyrimidin-2-yl)oxy)phenyl)-3-((trimethylsilyl)ethynyl)-6,7-dihydro-5H-pyrido[3,4-c]pyrimido[5',4':4,5]pyrrolo[1,2-a]azepin-12-amine CC1=NC(=NC=C1)OC1=CC=C(C=C1)C=1C2=C(N3C1C1=C(CCC3)C=C(N=C1)C#C[Si](C)(C)C)N=CN=C2N